C1(NCCC2=CC=CC=C12)CN1C(C2=CC=CC=C2C1=O)=O 2-((1,2,3,4-tetrahydroisoquinolin-1-yl)methyl)isoindole-1,3-dione